(naphthalen-1-yl)ethylamine C1(=CC=CC2=CC=CC=C12)CCN